COC1=C(C=C(C=C1)/C(=C/C(=O)O)/C1=C(C(=CC(=C1)C)C)O)O (Z)-3-(4-methoxy-3-hydroxyphenyl)-3-(3,5-dimethyl-2-hydroxyphenyl)acrylic acid